1-(2,4-dichlorophenyl)-5-methyl-pyrazole-3-carboxylic acid ethyl ester C(C)OC(=O)C1=NN(C(=C1)C)C1=C(C=C(C=C1)Cl)Cl